2-[[6-[3-(Difluoromethoxy)-4-fluoro-phenyl]pyrazolo[4,3-b]pyridin-1-yl]methyl]-5-methyl-1,3,4-thiadiazole FC(OC=1C=C(C=CC1F)C=1C=C2C(=NC1)C=NN2CC=2SC(=NN2)C)F